ClC=1C(=NC(=CC1)C1=C(C=C(C=C1)C(C)(F)F)Cl)C(=O)O 3-Chloro-6-(2-chloro-4-(1,1-difluoroethyl)phenyl)picolinic acid